3,3-dibromo-7-(4-bromobenzoyl)-1,3-dihydro-2H-indol-2-one BrC1(C(NC2=C(C=CC=C12)C(C1=CC=C(C=C1)Br)=O)=O)Br